(E)-N,N-dimethyl-2-nitroethan-1-amine CN(CC[N+](=O)[O-])C